2-((1r,4r)-4-((benzyloxy)methyl)cyclohexyl)-N-(1-cyclopropyl-2-oxo-1,2-dihydropyridin-3-yl)-6-isopropoxy-2H-indazole-5-carboxamide C(C1=CC=CC=C1)OCC1CCC(CC1)N1N=C2C=C(C(=CC2=C1)C(=O)NC=1C(N(C=CC1)C1CC1)=O)OC(C)C